4-(6-methoxyquinazolin-4-yl)-1,4-diazepane-1-sulfonamide COC=1C=C2C(=NC=NC2=CC1)N1CCN(CCC1)S(=O)(=O)N